C(CCCCCC(=O)OC(C)C)(=O)OC(C)C diisopropyl pimelate